C1(CC1)[C@@H](C(C)(C)O)N1C(C=2C(=NC=CC2C1)C=1C=C(C#N)C=C(C1)OC)=O (S)-3-(2-(1-cyclopropyl-2-hydroxy-2-methylpropyl)-3-oxo-2,3-dihydro-1H-pyrrolo[3,4-c]pyridin-4-yl)-5-methoxybenzonitrile